3-((3S,4R)-6-(7-(2-(4-isobutylphenyl)propanoyl)-7H-pyrrolo[2,3-d]pyrimidin-4-yl)-3-methyl-1,6-diazaspiro[3.4]oct-1-yl)-3-oxopropanenitrile C(C(C)C)C1=CC=C(C=C1)C(C(=O)N1C=CC2=C1N=CN=C2N2C[C@]1([C@H](CN1C(CC#N)=O)C)CC2)C